3-(5-(1-(4-(tert-butyl)benzyl)piperidin-4-yl)-1-oxoisoindolin-2-yl)piperidine-2,6-dione C(C)(C)(C)C1=CC=C(CN2CCC(CC2)C=2C=C3CN(C(C3=CC2)=O)C2C(NC(CC2)=O)=O)C=C1